CC1(CCC=2C(=NNC2C1)C=1NC2=CC(=CC=C2C1)C(=O)N1CCN(CC1)CC1CCN(CC1)C1=C(C=C(C=N1)C1C(NC(CC1)=O)=O)F)C 3-(6-(4-((4-(2-(6,6-dimethyl-4,5,6,7-tetrahydro-1H-indazol-3-yl)-1H-indole-6-carbonyl)piperazin-1-yl)methyl)piperidin-1-yl)-5-fluoropyridin-3-yl)piperidine-2,6-dione